(S)-3-(2,4-difluorophenyl)-N-(8-(1-hydroxycyclopropyl)-5-methyl-4-oxo-2,3,4,5-tetraHydrobenzo[b][1,4]oxazepine-3-yl)imidazo[2,1-b]thiazole-6-carboxamide FC1=C(C=CC(=C1)F)C=1N2C(SC1)=NC(=C2)C(=O)N[C@@H]2C(N(C1=C(OC2)C=C(C=C1)C1(CC1)O)C)=O